C1(=CC=CC=C1)N(C1=CC=C(C=C1)C1=CC=C(C=C1)N1C=2C=CC=CC2C(C2=CC=CC=C12)=O)C1=CC=CC=C1 10-(4'-(Diphenylamino)biphenyl-4-yl)acridin-9(10H)-one